O=C1NC(CCC1N1C(C2=CC=C(C=C2C1=O)N1CCC(CC1)OC1CCNCC1)=O)=O 2-(2,6-dioxo-3-piperidinyl)-5-[4-(4-piperidinyloxy)-1-piperidinyl]isoindoline-1,3-dione